1-phenylethyl dithiobenzoate C(C1=CC=CC=C1)(=S)SC(C)C1=CC=CC=C1